C(CC(O)(C(=O)O)CC(=O)O)(=O)O.C[C@H]1[C@H](CN(CC1)C(CC#N)=O)N(C=1C2=C(N=CN1)NC=C2)C 3-((3R,4R)-4-methyl-3-[methyl-(7H-pyrrolo[2,3-d]-pyrimidin-4-yl)-amino]-piperidin-1-yl)-3-oxopropanenitrile monocitrate